9-fluoro-1,4,4-trimethyl-4,5-dihydro-2,3,5,7,9b-pentaaza-cyclopenta[a]naphthalene FC=1C=NC=C2NC(C=3N(C12)C(=NN3)C)(C)C